FC1(CCC(CC1)N1CC(C2=NC=CC=C21)(C)C)F 1-(4,4-difluorocyclohexyl)-3,3-dimethyl-2,3-dihydro-1H-pyrrolo[3,2-b]pyridine